2-(4-{[(tert-butoxy)carbonyl](hydroxy)amino}-1,4-dimethyl-5-oxo-4,5-dihydro-1H-pyrazol-3-yl)acetic acid C(C)(C)(C)OC(=O)N(C1(C(=NN(C1=O)C)CC(=O)O)C)O